ClC=1C=C(C=CC1Cl)C1=NN(C(=C1)C(=O)NC(C(=O)O)\C=C\C(C)(C)C)C (E)-2-[3-(3,4-dichlorophenyl)-1-methyl-5-pyrazolylcarbonylamino]-5,5-dimethyl-3-hexenoic acid